FC1=CC(=C(C=C1)N=C=O)C(F)(F)F 4-fluoro-2-(trifluoromethyl)phenyl isocyanate